6-Chloro-N-(1-methylpiperidin-3-yl)pyridazin-3-amine ClC1=CC=C(N=N1)NC1CN(CCC1)C